C(C=C)(=O)OCCC(C(=O)O)CC(=O)O mono(2-acryloyloxyethyl)succinic acid